(R)-2-(6-Chloro-1-oxoisoquinolin-2(1H)-yl)propanoic acid ClC=1C=C2C=CN(C(C2=CC1)=O)[C@@H](C(=O)O)C